CNC(CN1C2=C(OC(C1=O)(F)F)C=C(C(=C2)C2=C(C(=C(C(=C2F)F)F)F)F)F)=O N-methyl-2-(2,2,7-trifluoro-3-oxo-6-(perfluorophenyl)-2,3-dihydro-4H-benzo[b][1,4]oxazin-4-yl)acetamide